2,6-dimethoxy-benzoquinone COC=1C(C(=CC(C1)=O)OC)=O